3-[(2-fluoro-3-nitrophenyl) methyl]-4-methyl-2-oxochromen-7-yl triflate O(S(=O)(=O)C(F)(F)F)C1=CC=C2C(=C(C(OC2=C1)=O)CC1=C(C(=CC=C1)[N+](=O)[O-])F)C